COC1=C(C=C(C=C1)COCCCC(C)C)B(O)O (2-METHOXY-5-([(4-METHYLPENTYL)OXY]METHYL)PHENYL)BORANEDIOL